4-(4,4-Difluoropiperidin-1-yl)-2,3,5,6-tetrafluoropyridine FC1(CCN(CC1)C1=C(C(=NC(=C1F)F)F)F)F